(2-cis-fluorocyclopropoxy)phthalazin-1(2H)-one FC1(CC1)ON1C(C2=CC=CC=C2C=N1)=O